(8r,9r)-5-fluoro-8-(4-fluorophenyl)-9-(2-but-yl-4-oxo-1,3-diazaspiro-[4.4]non-1-en-3-yl)-8,9-dihydro-2H-pyrido[4,3,2-de]phthalazin-3(7H)-one FC=1C=C2C=3C(=NNC(C3C1)=O)[C@@H]([C@H](N2)C2=CC=C(C=C2)F)N2C(=NC1(C2=O)CCCC1)CCCC